4-((3-(4-(aminomethyl)phenyl)-2-methyl-7-oxo-2,7-dihydro-6H-pyrazolo[4,3-d]pyrimidin-6-yl)methyl)-1-(2-chloro-4-(methoxycarbonyl)benzyl)-4-hydroxypiperidine ditrifluoroacetate FC(C(=O)O)(F)F.FC(C(=O)O)(F)F.NCC1=CC=C(C=C1)C=1N(N=C2C1N=CN(C2=O)CC2(CCN(CC2)CC2=C(C=C(C=C2)C(=O)OC)Cl)O)C